trityl-amine monosodium salt [Na].C(C1=CC=CC=C1)(C1=CC=CC=C1)(C1=CC=CC=C1)N